6-[5-bromo-3-(ethylsulfanyl)pyridin-2-yl]pyridazin-3-ol BrC=1C=C(C(=NC1)C1=CC=C(N=N1)O)SCC